C12=CC=C(N1)C=C1C=CC(=N1)C=C1C=CC(N1)=CC=1C=CC(N1)=C2.[Al+3] Aluminum(III) porphyrin